C1(CC1)N1N=C(C(=C1)OC1=CC(=C(C=C1)C(F)(F)F)[N+](=O)[O-])C1CCOCC1 cyclopropyl-4-(3-nitro-4-(trifluoromethyl)phenoxy)-3-(tetrahydro-2H-pyran-4-yl)-1H-pyrazole